4-(4-(2-hydroxy-2-methylpropanoyl)benzyl)phenyl-2-methylpropan OC(C(=O)C1=CC=C(CC2=CC=C(C=C2)CC(C)C)C=C1)(C)C